3-(4-(((5-((2-(adamantan-1-yl)ethoxy)methyl)furan-2-yl)methyl)thio)-1-oxoisoindolin-2-yl)piperidine-2,6-dione C12(CC3CC(CC(C1)C3)C2)CCOCC2=CC=C(O2)CSC2=C3CN(C(C3=CC=C2)=O)C2C(NC(CC2)=O)=O